N-[[6-(4-isoxazol-5-yl-1-methyl-pyrazole-3-carbonyl)-6-azaspiro[2.5]octan-2-yl]methyl]furo[2,3-c]pyridine-2-carboxamide O1N=CC=C1C=1C(=NN(C1)C)C(=O)N1CCC2(C(C2)CNC(=O)C2=CC=3C(=CN=CC3)O2)CC1